N-((4,6-dimethyl-2-oxo-1,2-dihydropyridin-3-yl)methyl)-5-(ethyl-(tetrahydro-2H-pyran-4-yl)amino)-4-methyl-4'-(piperazin-1-yl)-[1,1'-biphenyl]-3-carboxamide CC1=C(C(NC(=C1)C)=O)CNC(=O)C=1C=C(C=C(C1C)N(C1CCOCC1)CC)C1=CC=C(C=C1)N1CCNCC1